FC(C(=O)O)(F)F.NCC(CN1N=NN(C1=O)C1=CC=C(C=C1)C1=CC2=C(OCO2)C=C1)=C(F)F 1-[2-(aminomethyl)-3,3-difluoro-allyl]-4-[4-(1,3-benzodioxol-5-yl)phenyl]tetrazol-5-one trifluoroacetate